1-amino-4,4-difluoro-pentan-2-ol NCC(CC(C)(F)F)O